propyl (ethoxy((2-(((3S,6S,9aS)-5-oxo-3-(3-(pyridin-3-yl)azetidine-1-carbonyl)octahydro-1H-pyrrolo[1,2-a]azepin-6-yl)carbamoyl)benzo[b]thiophen-5-yl)methyl)phosphoryl)-L-alaninate C(C)OP(=O)(CC1=CC2=C(SC(=C2)C(N[C@H]2CCC[C@@H]3N(C2=O)[C@@H](CC3)C(=O)N3CC(C3)C=3C=NC=CC3)=O)C=C1)N[C@@H](C)C(=O)OCCC